3-(2-fluoro-5-(1H-pyrrolo[2,3-b]pyridin-5-yl)phenyl)-N-(4-methyl-3-(trifluoromethyl)phenyl)acrylamide FC1=C(C=C(C=C1)C=1C=C2C(=NC1)NC=C2)C=CC(=O)NC2=CC(=C(C=C2)C)C(F)(F)F